Ethyl 1-((Benzyloxy)Methyl)Cyclohexane-1-Carboxylate C(C1=CC=CC=C1)OCC1(CCCCC1)C(=O)OCC